NCC=1N(C2=CC=C3C(=C2C1)C=NC3=O)C 7-(aminomethyl)-6-methyl-3-oxo-3,6-dihydropyrrolo[3,4-e]indol